6-Methyl-pyridine-2-carboxylic acid [3-(5-phenyl-[1,3,4]oxadiazol-2-yl)-adamantan-1-yl]-amide C1(=CC=CC=C1)C1=NN=C(O1)C12CC3(CC(CC(C1)C3)C2)NC(=O)C2=NC(=CC=C2)C